OCCC=1C=CC=C2CCOC(C12)CNC(OC(C)(C)C)=O tert-Butyl ((8-(2-hydroxyethyl)isochroman-1-yl)methyl)carbamate